bis(1-naphthyl)(4-methoxyphenyl)phosphine oxide C1(=CC=CC2=CC=CC=C12)P(C1=CC=C(C=C1)OC)(C1=CC=CC2=CC=CC=C12)=O